(3-((R)-1-(((R)-tert-butylsulfinyl)amino)ethyl)-4-fluoro-5-(trifluoromethyl)phenyl)benzylcarbamate C(C)(C)(C)[S@@](=O)N[C@H](C)C=1C=C(C=C(C1F)C(F)(F)F)OC(NCC1=CC=CC=C1)=O